9-(2-Aminoethyl)-N-(3,4-dichlorophenyl)-3,3-difluoro-2,3,4,9-tetrahydro-1H-carbazol-6-amine NCCN1C2=CC=C(C=C2C=2CC(CCC12)(F)F)NC1=CC(=C(C=C1)Cl)Cl